5-(4-trifluoromethoxybenzoyl)amino-3-(1-azabicyclo[5.4.0]undecan-4-yl)-benzothiophene FC(OC1=CC=C(C(=O)NC=2C=CC3=C(C(=CS3)C3CCN4CCCCC4CC3)C2)C=C1)(F)F